(S)-N1-(4-((4-amino-2-butyl-1H-imidazo[4,5-c]quinolin-1-yl)methyl)phenyl)-2-(6-(2,5-dioxo-2,5-dihydro-1H-pyrrol-1-yl)hexanamido)succinimide NC1=NC=2C=CC=CC2C2=C1N=C(N2CC2=CC=C(C=C2)N2C([C@H](CC2=O)NC(CCCCCN2C(C=CC2=O)=O)=O)=O)CCCC